(Z)-1-(2-fluoro-4-(1-(5-(trifluoromethyl)pyridin-2-yl)-1H-pyrazol-3-yl)phenyl)-3-(3-(2-(1-methoxyethyl)-5-methylphenyl)-4-oxothiazolidin-2-ylidene)urea FC1=C(C=CC(=C1)C1=NN(C=C1)C1=NC=C(C=C1)C(F)(F)F)NC(=O)\N=C\1/SCC(N1C1=C(C=CC(=C1)C)C(C)OC)=O